ClC=1C=C(CC2=CC=C(N=N2)NC(=O)C2=NN(C(CC2)=O)C)C=CC1Cl N-(6-(3,4-dichlorobenzyl)pyridazin-3-yl)-1-methyl-6-oxo-1,4,5,6-tetrahydropyridazine-3-carboxamide